6-(4-(1-(2-aminopyridin-3-yl)ethyl)-8-chloro-5,6-dihydro-4H-[1,4]oxazepino[5,6,7-de]quinazolin-9-yl)-N,N-bis(4-methoxybenzyl)-4-methyl-5-(trifluoromethyl)pyridin-2-amine NC1=NC=CC=C1C(C)N1CCOC=2C=3C1=NC=NC3C=C(C2Cl)C2=C(C(=CC(=N2)N(CC2=CC=C(C=C2)OC)CC2=CC=C(C=C2)OC)C)C(F)(F)F